3-(7,7-difluorohept-1-en-4-yl)-1-ethylurea FC(CCC(CC=C)NC(NCC)=O)F